C=1(C(=CC=CC1)C(=O)[O-])C1=CC=C(C=C1)C(=O)[O-] 4'-biphenyldimethanoate